15-Chloro-22-fluoro-16-methoxy-18,18-dioxo-8,11-dioxa-18λ6-thia-19-azatetracyclo[18.3.1.113,17.02,7]pentacosa-1(23),2(7),3,5,13,15,17(25),20(24),21-nonaen-12-one ClC=1C=C2C(OCCOC=3C=CC=CC3C3=CC(=CC(NS(C(C1OC)=C2)(=O)=O)=C3)F)=O